OC1=CC=C(C=C1)C1(C(NC2=C(C=CC=C12)C(F)(F)F)=O)N1CCCCC1 3-(4-hydroxyphenyl)-3-(piperidin-1-yl)-7-(trifluoromethyl)indolin-2-one